1-(3-Phenylbut-3-en-1-yl)pyrrolidine Tert-butyl-(2'S)-2-iodo-2'-methyl-spiro[6,7-dihydrothieno[3,2-c]pyran-4,4'-piperidine]-1'-carboxylate C(C)(C)(C)OC(=O)N1[C@H](CC2(CC1)OCCC1=C2C=C(S1)I)C.C1(=CC=CC=C1)C(CCN1CCCC1)=C